isopentenyl-adenine CC(=CCNC1=NC=NC2=C1NC=N2)C